N1=CC=C(C=C1)C=1SC(=CC1)C1=CC=NC=C1 2,5-di(pyridine-4-yl)thiophene